(R)-5-phenyl-2-(3-phenylcyclobutyl)-5,6-dihydrooxazolo[2,3-c][1,2,4]triazol-3(2H)-one C1(=CC=CC=C1)[C@@H]1COC2=NN(C(N21)=O)C2CC(C2)C2=CC=CC=C2